FC1=C(N)C=C(C(=C1)I)OC(F)(F)F 2-fluoro-4-iodo-5-(trifluoromethoxy)aniline